(5-(2-bromoacetyl)thiophen-2-yl-methyl)-2-hydroxyacetamide BrCC(=O)C1=CC=C(S1)CC(C(=O)N)O